FC(C1(CC1)COC1=CC=C(C=C1)C1CN(C1)C(=O)OC(C)(C)C)(F)F tert-Butyl 3-[4-[[1-(trifluoromethyl)cyclopropyl]methoxy]phenyl]azetidine-1-carboxylate